1,1-bis(4-methoxyphenyl)-20,20,21,21-tetramethyl-1-phenyl-2,6,10,19-tetraoxa-20-siladocosane COC1=CC=C(C=C1)C(OCCCOCCCOCCCCCCCCO[Si](C(C)(C)C)(C)C)(C1=CC=CC=C1)C1=CC=C(C=C1)OC